C(C)(=O)OC1(OCC(O1)C)C (2,4-dimethyl-1,3-dioxolan-2-yl) acetate